BrC=1C=CC2=C(C(=C(O2)C(C)(C)C)COC2=C(C=CC=C2)CC(=O)OCC)C1 ethyl 2-(2-((5-bromo-2-(tert-butyl)benzofuran-3-yl)methoxy)phenyl)acetate